N-(5-(3,5-difluorobenzyl)-1H-indazol-3-yl)-4-(4-(3-(1-(2,6-dioxopiperidin-3-yl)-1H-benzo[d]imidazol-5-yl)propyl)piperazin-1-yl)-2-((tetrahydro-2H-pyran-4-yl)amino)benzamide FC=1C=C(CC=2C=C3C(=NNC3=CC2)NC(C2=C(C=C(C=C2)N2CCN(CC2)CCCC2=CC3=C(N(C=N3)C3C(NC(CC3)=O)=O)C=C2)NC2CCOCC2)=O)C=C(C1)F